2'-[6-amino-5-(trifluoromethyl)pyridin-3-yl]-N-[1-(1-methyl-1H-pyrazol-5-yl)ethyl]-5',6'-dihydro-1H-spiro[azetidine-3,4'-pyrrolo[1,2-b]pyrazole]-1-carboxamide NC1=C(C=C(C=N1)C=1C=C2N(N1)CCC21CN(C1)C(=O)NC(C)C1=CC=NN1C)C(F)(F)F